5-{4-[4-(3,5-dimethylpyridin-2-yl)piperazine-1-carbonyl]phenyl}-5-ethoxymethylimidazolidine-2,4-dione CC=1C(=NC=C(C1)C)N1CCN(CC1)C(=O)C1=CC=C(C=C1)C1(C(NC(N1)=O)=O)COCC